1,4-dithiacyclohex-2-ene S1C=CSCC1